2-(2-isopropylphenyl)-N-[4-[1-methyl-4-(trifluoromethyl)imidazol-2-yl]phenyl]-5-(2-trimethylsilylethoxymethyl)pyrrolo[3,2-d]pyrimidin-7-amine C(C)(C)C1=C(C=CC=C1)C=1N=CC2=C(N1)C(=CN2COCC[Si](C)(C)C)NC2=CC=C(C=C2)C=2N(C=C(N2)C(F)(F)F)C